ClC=1C(N(C(C1Cl)=O)C1=C(C=CC=C1)[N+](=O)[O-])=O 3,4-dichloro-1-(2-nitrophenyl)-1H-pyrrole-2,5-dione